C(C)(C)(C)OC(=O)NC(CC(=O)OC)CC1=C(C=CC(=C1)Br)[N+](=O)[O-] methyl 3-(tert-butoxycarbonyl)amino-4-(5-bromo-2-nitrophenyl)butanoate